COC(C1=CC(=C(C=C1)N)NCN1OC=CC=N1)=O (S)-4-amino-3-((oxadiazine-2-ylmethyl)amino)benzoic acid methyl ester